tert-butyl {3-[(5-amino-6-chloropyrimidin-4-yl)amino]propyl}carbamate NC=1C(=NC=NC1Cl)NCCCNC(OC(C)(C)C)=O